ClC=1C=C2C(=NNC2=CC1)CC(=O)NC1CCC(CC1)NC1=CC(=NC2=CC=C(C=C12)Cl)C(F)(F)F 2-(5-chloro-1H-indazol-3-yl)-N-[(1s,4s)-4-{[6-chloro-2-(trifluoromethyl)quinolin-4-yl]amino}cyclohexyl]acetamide